CC1=C(C(=O)N[C@H](C)C2=CC(=NC3=CC=CC=C23)C=2C=NN(C2)C)C=CC(=C1)COCC=1N(C=CN1)C (R)-2-methyl-4-(((1-methyl-1H-imidazol-2-yl)methoxy)methyl)-N-(1-(2-(1-methyl-1H-pyrazol-4-yl)quinolin-4-yl)ethyl)benzamide